NC1=C(SC2=NC(=CC=C21)C2=CC=1C(N=C2)=NN(C1)C)C(O)C1CC(C1)(F)F (3-amino-6-(2-methyl-2H-pyrazolo[3,4-b]pyridin-5-yl)thieno[2,3-b]pyridin-2-yl)(3,3-difluorocyclobutyl)methanol